C[Si](C)(C)N([Si](C)(C)C)[SiH2]C=C(C)C {di(trimethylsilyl)amino}dimethylvinylsilane